COC=1C(=CN(C1C1=C(C=C(C=C1F)F)F)S(=O)(=O)C=1C=NC(=CC1)OC)C(=O)OC methyl 4-methoxy-1-((6-methoxypyridin-3-yl)sulfonyl)-5-(2,4,6-trifluorophenyl)-1H-pyrrole-3-carboxylate